1-ETHYL-2-PROPYL-CYCLOHEXANE C(C)C1C(CCCC1)CCC